BrC=1C(=C(C=CC1)C1=NN=CN1CCN(C(OC(C)(C)C)=O)C)F tert-butyl N-{2-[3-(3-bromo-2-fluorophenyl)-4H-1,2,4-triazol-4-yl]ethyl}-N-methylcarbamate